C(C1=CC=CC=C1)O[C@@H]1[C@H](CCC1)N (1S,2S)-2-(benzyloxy)cyclopentylamine